2,4,5-triphenylimidazoline C1(=CC=CC=C1)C=1NC(C(N1)C1=CC=CC=C1)C1=CC=CC=C1